(2R)-2-amino-2-(4-chlorophenyl)-1-{2-[4-(difluoromethoxy)benzenesulfonyl]-2H,4H,5H,6H-pyrrolo[3,4-c]pyrazol-5-yl}ethan-1-one N[C@@H](C(=O)N1CC2=NN(C=C2C1)S(=O)(=O)C1=CC=C(C=C1)OC(F)F)C1=CC=C(C=C1)Cl